OC1CC(C1)[C@@H]1N(C[C@H](CC1)C)C(C(=O)NC=1C=C(C=NC1)C(=O)N)=O 5-[[2-[(2R,5S)-2-(3-hydroxycyclobutyl)-5-methyl-1-piperidyl]-2-oxo-acetyl]amino]pyridine-3-carboxamide